ClC1=C2[C@](N(C(C2=CC(=C1)C(C)(C)O)=O)CC1=NC=C(C=C1)Cl)(OC)C1=CC=C(C=C1)Cl (3R)-4-Chloro-3-(4-chlorophenyl)-2-[(5-chloropyridin-2-yl)methyl]-6-(2-hydroxypropan-2-yl)-3-methoxy-2,3-dihydro-1H-isoindol-1-on